ClC1=CC=C(C(=N1)OC(F)(F)F)C=1N(C(=C(C1C(=O)OC)[2H])[2H])C methyl 2-(6-chloro-2-(trifluoromethoxy) pyridin-3-yl)-4-deutero-5-deutero-methyl-1H-pyrrole-3-carboxylate